CC1=C(C=CC=C1)C=1C=NC=2N(C1)C=C(N2)COC2=NC=CC=C2 6-(2-methylphenyl)-2-(pyridin-2-yloxymethyl)imidazo[1,2-a]pyrimidine